C(N)(=O)C1=C(C(=CC(=C1)C#N)C)NC(=O)C=1N(N=C(C1)CN1N=C(N=N1)C(F)(F)F)CC(F)F N-(2-carbamoyl-4-cyano-6-methyl-phenyl)-2-(2,2-difluoroethyl)-5-[[5-(trifluoromethyl)tetrazol-2-yl]methyl]pyrazole-3-carboxamide